1-(7-(4-fluorobenzyl)-2-methyl-2,3-dihydro-1H-pyrido[2,3-b][1,4]oxazin-1-yl)-2-((2R,5R)-5-methyl-2-(((R)-3-methylmorpholino)methyl)piperazin-1-yl)ethan-1-one FC1=CC=C(CC2=CC3=C(OCC(N3C(CN3[C@H](CN[C@@H](C3)C)CN3[C@@H](COCC3)C)=O)C)N=C2)C=C1